ClC=1C(=C(C=CC1)C1=CC(=C(C=C1)C)C(=O)O)C=1C=CC2=C(CCO2)C1 3'-chloro-2'-(2,3-dihydrobenzofuran-5-yl)-4-methyl-[1,1'-biphenyl]-3-carboxylic acid